C(C)OC(=O)C1=NN(C(=C1C=O)Cl)C1=NC(=CC=C1)C 5-chloro-4-formyl-1-(6-methylpyridin-2-yl)-1H-pyrazole-3-carboxylic acid ethyl ester